BrC1=C(C=CC(=C1)F)N1N=C(C=C1C1=CC(=CC=C1)OC1CC1)CO [1-(2-Bromo-4-fluorophenyl)-5-(3-cyclopropoxy-phenyl)-1H-pyrazol-3-yl]methanol